1-chloro-2,5-dimethoxy-4-(trifluoromethyl)benzene ClC1=C(C=C(C(=C1)OC)C(F)(F)F)OC